C(C)(C)(C)OC(=O)N1CC(C1)(C1=CNC2=CC=CC=C12)O 3-hydroxy-3-(1H-indol-3-yl)azetidine-1-carboxylic acid tert-butyl ester